N'-(3-dimethylaminopropyl)-N,N-dimethyl-propane-1,3-diamine CN(CCCNCCCN(C)C)C